ClC=1C(=C(C=CC1Cl)NC1=NC=NC2=CC(=C(C=C12)OC1CCN(CC1)C(CCOCCNC1=C2C(N(C(C2=CC=C1)=O)C1C(NC(CC1)=O)=O)=O)=O)OC)F 4-((2-(3-(4-((4-((3,4-dichloro-2-fluorophenyl)amino)-7-methoxyquinazolin-6-yl)oxy)piperidin-1-yl)-3-oxopropoxy)ethyl)amino)-2-(2,6-dioxopiperidin-3-yl)isoindoline-1,3-dione